(thiazol-5-yl)-5H-pyrrolo[3,2-d]pyrimidine-4-carboxylic acid S1C=NC=C1C=1N=C(C2=C(N1)C=CN2)C(=O)O